1-(3-cyclopropylbenzyl)-4-(propan-1-yn-1-yl)-1H-indazole-7-carboxylic acid C1(CC1)C=1C=C(CN2N=CC3=C(C=CC(=C23)C(=O)O)C#CC)C=CC1